FC=1C=C(C=CC1NS(=O)(=O)CC(C)C)C1=C2C(=NC(=C1)NC(=O)C1CC1)NC=C2 N-(4-(3-fluoro-4-((2-methylpropyl)sulfonamido)phenyl)-1H-pyrrolo[2,3-b]pyridin-6-yl)cyclopropylcarboxamide